(2S)-10-((5-Chloro-2-(2,6-dimethyl-1,1-dioxidothiomorpholino)pyrimidin-4-yl)amino)-2-cyclopropyl-3,3-difluoro-7-methyl-1,2,3,4-tetrahydro-[1,4]oxazepino[2,3-c]chinolin-6(7H)-on ClC=1C(=NC(=NC1)N1CC(S(C(C1)C)(=O)=O)C)NC1=CC=2C3=C(C(N(C2C=C1)C)=O)OCC([C@@H](N3)C3CC3)(F)F